indazol-5-amin N1N=CC2=CC(=CC=C12)N